FC(S(=O)(=O)O)(F)F.N=C1N(NC=CN1)CC(C(F)(F)F)(F)F dihydro-3(s)-imino-2-(2,2,3,3,3-pentafluoropropyl)-1,2,4-triazine trifluoromethanesulphonate